C[C@H]1CN(CCC1)C1CCN(CC1)C=1SC(=CN1)C(=O)N [(3R)-3-methyl[1,4'-bipiperidin]-1'-yl]-1,3-thiazole-5-carboxamide